N=1NN=C2C1C=CC(=C2)C(=O)N 2H-benzo[d][1,2,3]triazole-5-carboxamide